NC1C2CN(CC12)C(=O)OC(C)(C)C tert-butyl (exo)-6-amino-3-azabicyclo[3.1.0]hexane-3-carboxylate